tungsten-nickel copper [Cu].[Ni].[W]